2-(2,2-dimethoxyethoxy)ethyl 4-methylbenzenesulfonate CC1=CC=C(C=C1)S(=O)(=O)OCCOCC(OC)OC